3-[3-[4-(morpholin-4-ylmethyl)-1H-pyrrol-2-ylmethylene]-2-oxo-2,3-dihydro-1H-indol-5-ylmethyl]Thiazolidine-2,4-dione hydrochloride Cl.N1(CCOCC1)CC=1C=C(NC1)C=C1C(NC2=CC=C(C=C12)CN1C(SCC1=O)=O)=O